3-(2-(4,4-difluoro-3-hydroxypiperidine-1-carbonyl)-9-fluoro-1,2,3,4-tetrahydro-[1,4]diazepino[6,7,1-hi]indol-7-yl)-4-(imidazo[1,2-a]pyridin-3-yl)-1H-pyrrole-2,5-dione FC1(C(CN(CC1)C(=O)N1CCN2C=C(C3=CC(=CC(=C23)C1)F)C=1C(NC(C1C1=CN=C2N1C=CC=C2)=O)=O)O)F